ClC=1C=C(OCC(=O)NC23CC(C2)(C3)NC(=O)[C@@H]3OC2=C(C(C3)=O)C=C(C(=C2)F)F)C=CC1Cl (2R)-N-{3-[2-(3,4-dichlorophenoxy)acetamido]bicyclo[1.1.1]pentan-1-yl}-6,7-difluoro-4-oxo-3,4-dihydro-2H-1-benzopyran-2-carboxamide